2-(3,4-Dimethoxyphenyl)-7-[(1R,5S)-8-methyl-8-azabicyclo[3.2.1]oct-3-yl]-4H-pyrido[1,2-a]pyrimidin-4-one COC=1C=C(C=CC1OC)C=1N=C2N(C(C1)=O)C=C(C=C2)C2C[C@H]1CC[C@@H](C2)N1C